(S)-2-((3-methyl-5-(4-(2-oxopyrrolidin-1-yl)phenyl)pyridin-2-yl)amino)-6,6a,7,8-tetrahydro-9H-pyrido[2,3-b]pyrrolo[1,2-d][1,4]oxazin-9-one CC=1C(=NC=C(C1)C1=CC=C(C=C1)N1C(CCC1)=O)NC1=CC2=C(OC[C@H]3N2C(CC3)=O)N=C1